Tert-butyl (7-((3-methoxyphenyl) amino)-7-oxoheptyl)carbamate COC=1C=C(C=CC1)NC(CCCCCCNC(OC(C)(C)C)=O)=O